1-(3-methoxyphenyl)-N-[[2-(1-piperidyl)-4-pyridyl]methyl]methanamine COC=1C=C(C=CC1)CNCC1=CC(=NC=C1)N1CCCCC1